N1N=NC(=C1)NC1=CC=CC=C1 N-triazolyl-aniline